tert.-butyl 3-oxoazetidine-1-carboxylate O=C1CN(C1)C(=O)OC(C)(C)C